COC1=CC=C(CNC(NC2CC3(CC(C3)C(=O)N([C@H]3COCC3)C)C2)=O)C=C1 (R)-6-(3-(4-methoxybenzyl)ureido)-N-methyl-N-(tetrahydrofuran-3-yl)spiro[3.3]heptane-2-carboxamide